tert-Butyl (3S,5S)-3-[[4-[2-(4-amino-2,3,5-trifluoro-phenoxy)-3-pyridyl]pyrimidin-2-yl]amino]-5-fluoro-piperidine-1-carboxylate NC1=C(C(=C(OC2=NC=CC=C2C2=NC(=NC=C2)N[C@@H]2CN(C[C@H](C2)F)C(=O)OC(C)(C)C)C=C1F)F)F